4-(3-((2-((5-methyl-2-(1-methylpiperidin-4-yl)-2H-1,2,3-triazol-4-yl)amino)-5-(trifluoromethyl)pyrimidin-4-yl)amino)propyl)-1,4-oxazepan-5-one CC=1C(=NN(N1)C1CCN(CC1)C)NC1=NC=C(C(=N1)NCCCN1CCOCCC1=O)C(F)(F)F